1,1-diphenyl-N-(tetrahydrofuran-3-yl)methanimine-15N C1(=CC=CC=C1)C(=[15N]C1COCC1)C1=CC=CC=C1